N1(C=NC=C1)C(=O)OCC(F)(F)F 2,2,2-Trifluoroethyl 1H-Imidazole-1-Carboxylate